ClC1=CC2=C(N=CN(C2=O)CC2(CCN(CC2)C(C2=CC=C(C=C2)C(F)(F)F)=O)O)N1C1=CC(=C(C=C1)[C@@H]1NC[C@H](OC1)C)C 6-Chloro-3-((4-hydroxy-1-(4-(trifluoromethyl)benzoyl)piperidin-4-yl)methyl)-7-(3-methyl-4-((3S,6R)-6-methylmorpholin-3-yl)phenyl)-3,7-dihydro-4H-pyrrolo[2,3-d]pyrimidin-4-one